N[C@H]([C@@H](C)CC)C(=O)O R-isoleucine